benzyl (2S,3R)-3-(2-{2-[(tert-butoxycarbonyl) amino]-1,3-thiazol-5-yl} ethyl)-1-[(diphenylmethyl) carbamoyl]-4-oxoazetidine-2-carboxylate C(C)(C)(C)OC(=O)NC=1SC(=CN1)CC[C@@H]1[C@H](N(C1=O)C(NC(C1=CC=CC=C1)C1=CC=CC=C1)=O)C(=O)OCC1=CC=CC=C1